[Sn].CC(C(=O)OCCCCCC(C)C)(S)C isooctyl dimethylthioglycolate tin